5-bromo-2-chloronicotinic acid BrC=1C=NC(=C(C(=O)O)C1)Cl